NC1=NC(=NC=C1CO)C 4-amino-5-hydroxymethyl-2-methylpyrimidine